C(C)OP(=O)(OCC)ON1N=NC2=C(C1=O)C=CC=C2 3-(diethoxyphosphoryloxy)-3H-benzo[d][1,2,3]triazin-4-one